BrC=1C(=NC(=CC1)OC)CC1(CCN(CC1)C(=O)OC(C)(C)C)C#N tert-butyl 4-[(3-bromo-6-methoxy-2-pyridyl)methyl]-4-cyano-piperidine-1-carboxylate